ClC1=CC=C(C=C1)S(=O)(=O)\N=C(/NCCN(S(N)(=O)=O)C)\N1N=C([C@@H](C1)C1=CC=CC=C1)C1=CC=C(C=C1)F (R,E)-N'-((4-chlorophenyl)sulfonyl)-3-(4-fluorophenyl)-N-(2-(methyl(sulfamoyl)amino)ethyl)-4-phenyl-4,5-dihydro-1H-pyrazole-1-carboximidamide